chloro-2,3,3,3-tetrafluoropropene ClC=C(C(F)(F)F)F